N-dodecyl-N',N'-diheptylurea C(CCCCCCCCCCC)NC(=O)N(CCCCCCC)CCCCCCC